chloro-3-isopropoxy-1-(tetrahydro-2H-pyran-2-yl)-1H-pyrazolo[4,3-B]pyridine-7-carbaldehyde ClC1=CC(=C2C(=N1)C(=NN2C2OCCCC2)OC(C)C)C=O